4-(5-(2-((tert-butoxycarbonyl)amino)-3-methoxy-3-oxopropyl)pyridin-2-yl)piperazine-1-carboxylate C(C)(C)(C)OC(=O)NC(CC=1C=CC(=NC1)N1CCN(CC1)C(=O)[O-])C(=O)OC